4-METHYL-2-PENTYNOIC ACID CC(C#CC(=O)O)C